NC1C(N(CC1)C(=O)OC(C)(C)C)CC1=C(C(=CC=C1)Br)F tert-butyl 3-amino-2-(3-bromo-2-fluorobenzyl)pyrrolidine-1-carboxylate